5-bromo-6-(bromomethyl)picolinic acid methyl ester COC(C1=NC(=C(C=C1)Br)CBr)=O